6-chloro-2-(fluoromethoxy)-4-methyl-nicotinaldehyde ClC1=NC(=C(C=O)C(=C1)C)OCF